(6-cyclopropylimidazo[1,2-a]pyrimidin-2-yl)methylamine C1(CC1)C=1C=NC=2N(C1)C=C(N2)CN